ClC=1C(=C2C(=NC1)C=C(O2)[Si](C)(C)C)N2CCC(CC2)NC(OC(C)(C)C)=O tert-butyl (1-(6-chloro-2-(trimethylsilyl)furo[3,2-b]pyridin-7-yl) piperidin-4-yl)carbamate